(R)-N-(3,3-difluoro-1-(methyl-d3)piperidin-4-yl)-5-(1-(3,3-difluorocyclobutyl)-1H-benzo[d][1,2,3]triazol-6-yl)-6-fluoro-4-methoxypyrrolo[2,1-f][1,2,4]triazin-2-amine FC1(CN(CC[C@H]1NC1=NN2C(C(=N1)OC)=C(C(=C2)F)C=2C=CC1=C(N(N=N1)C1CC(C1)(F)F)C2)C([2H])([2H])[2H])F